(S)- and (R)-4-(4-fluorobicyclo[4.2.0]octa-1(6),2,4-trien-7-yl)-3-(4-nitro-1,2,5-oxadiazol-3-yl)-1,2,4-oxadiazol-5(4H)-one FC=1C=CC=2C[C@@H](C2C1)N1C(=NOC1=O)C1=NON=C1[N+](=O)[O-] |r|